FC1=C(C=C(C[C@@H](C(=O)NO)CCCCN[C@H](C)C2=NC=C(C=C2)C)C=C1C)C (S)-2-(4-fluoro-3,5-dimethylbenzyl)-N-hydroxy-6-(((R)-1-(5-methylpyridin-2-yl)ethyl)amino)hexanamide